2-((5-(5-(difluoromethyl)-1,3,4-oxadiazole-2-yl)pyridine-2-yl)methyl)-6-(1-isopropylpiperidine-4-yl)-4,4-dimethylisoquinoline-1,3(2H,4H)-dione FC(C1=NN=C(O1)C=1C=CC(=NC1)CN1C(C2=CC=C(C=C2C(C1=O)(C)C)C1CCN(CC1)C(C)C)=O)F